6-{methyl[(1s,3s)-3-(methylamino)cyclobutyl]amino}[1,3]thiazolo[4,5-c]pyridazin CN(C=1SC2=C(N=NC=C2)N1)C1CC(C1)NC